3-(Hexadecyloxy)propan-1-ol C(CCCCCCCCCCCCCCC)OCCCO